4-(3-(2-methoxypyridin-3-yl)pyrazolo[1,5-a]pyrimidin-5-yl)-1-(2-morpholinoethyl)pyridin-2(1H)-one COC1=NC=CC=C1C=1C=NN2C1N=C(C=C2)C2=CC(N(C=C2)CCN2CCOCC2)=O